3-amino-6-chloropyridineformaldehyde NC=1C(=NC(=CC1)Cl)C=O